C[C@H]1N(C\C(\C1)=N/C)C(=O)OC(C)(C)C tert-Butyl (R,Z)-2-methyl-4-(methylimino)pyrrolidine-1-carboxylate